CC1=NN(C(=C1CCCOC=1C=C(C(=O)OC)C=CC1F)C)COCC[Si](C)(C)C methyl 3-(3-(3,5-dimethyl-1-((2-(trimethylsilyl)ethoxy)methyl)-1H-pyrazol-4-yl)propoxy)-4-fluorobenzoate